2'-hydroxy-3'-propenyl-chalcone OC1=C(C(/C=C/C2=CC=CC=C2)=O)C=CC=C1C=CC